C(=CC)C1=C(OC2=CC=C(C=C2)C2CC3C4CC(C(C3C2)C4)C4=CC=C(C=C4)OC4=C(C=CC=C4)C=CC)C=CC=C1 4,8-bis[4-(o-propenylphenoxy)phenyl]-tricyclo-[5.2.1.02,6]Decane